[Na+].[Na+].O[B-]1(CCC=2C=CC(=C(C2O1)C(=O)O)OC1CN(C1)C([C@H]1NC[C@@H](C1)O)=O)O.O[B-]1(CCC=2C=CC(=C(C2O1)C(=O)O)OC1CN(C1)C([C@H]1NC[C@@H](C1)O)=O)O 4,4-dihydroxy-8-({1-[(4R)-4-hydroxy-L-prolyl]azetidin-3-yl}oxy)-5-oxa-4-boranuidabicyclo[4.4.0]deca-1(6),7,9-triene-7-carboxylic acid disodium salt